3-{6-[2-(4-methoxyphenyl)ethynyl]-[1,3]oxazolo[5,4-b]pyridin-2-yl}pyridine COC1=CC=C(C=C1)C#CC=1C=C2C(=NC1)OC(=N2)C=2C=NC=CC2